ClC(CCCCC(=O)O)CCCl 6,8-dichlorooctanoic acid